ethyl (3S)-3-(5-bromo-3-chloro-2-fluorophenyl)-3-[(tert-butoxycarbonyl)amino]propanoate BrC=1C=C(C(=C(C1)[C@H](CC(=O)OCC)NC(=O)OC(C)(C)C)F)Cl